ClC=1C=C(OC2=CC=C(C=C2)NC(OCC=2C(=C3C(N(CC3=CC2)C2C(NC(CC2)=O)=O)=O)O[C@H]2COCC2)=O)C=CC1 [2-(2,6-dioxopiperidin-3-yl)-3-oxo-4-[(3R)-oxolan-3-yloxy]-2,3-dihydro-1H-isoindol-5-yl]methyl N-[4-(3-chlorophenoxy)phenyl]carbamate